(2S,3R)-2-[(2,3'-difluoro[1,1'-biphenyl]-3-yl)methyl]-3-[(ethanesulfonyl)amino]-4,4-difluoro-N,N-dimethylpyrrolidine-1-carboxamide FC1=C(C=CC=C1C[C@@H]1N(CC([C@@H]1NS(=O)(=O)CC)(F)F)C(=O)N(C)C)C1=CC(=CC=C1)F